1-(2-chloro-6-morpholino-9H-purin-8-yl)-2,2,2-trifluoroethanol ClC1=NC(=C2N=C(NC2=N1)C(C(F)(F)F)O)N1CCOCC1